3,5-dinitrochlorobenzene C1=C(C=C(C=C1[N+](=O)[O-])Cl)[N+](=O)[O-]